Cl.NC1=NC(=NC=2N1N=C(N2)C=2OC=CC2)N2C[C@@H](CCC2)CN2CCN(CC2)C2=C(OCCCC(=O)O)C=CC=C2 4-[2-[4-[[(3S)-1-[7-amino-2-(2-furyl)-[1,2,4]triazolo[1,5-a][1,3,5]triazin-5-yl]-3-piperidyl]methyl]piperazin-1-yl]phenoxy]butanoic acid hydrochloride